(S)-N-(1-(6-(2-(difluoromethyl)-4-fluorophenyl)-1-neopentyl-1H-indol-3-yl)-2,2-difluoroethyl)cyclopropanesulfonamide FC(C1=C(C=CC(=C1)F)C1=CC=C2C(=CN(C2=C1)CC(C)(C)C)[C@@H](C(F)F)NS(=O)(=O)C1CC1)F